2-(((3-butyl-3-ethyl-7-(methylthio)-1,1-dioxido-5-phenyl-2,3,4,5-tetrahydro-1,5-benzothiazepin-8-yl)methyl)thio)acetic acid C(CCC)C1(CS(C2=C(N(C1)C1=CC=CC=C1)C=C(C(=C2)CSCC(=O)O)SC)(=O)=O)CC